5-(1,3-Dihydroisobenzofuran-4-yl)-3-(4-(4-methylpiperazin-1-yl)phenyl)-1H-pyrazolo[4,3-c]pyridazin-6(5H)-on C1OCC2=C(C=CC=C12)N1N=C2C(=CC1=O)NN=C2C2=CC=C(C=C2)N2CCN(CC2)C